amino methylacrylate CC(C(=O)ON)=C